O=C1NC2=C(OC1)C=CC(=C2)C(=O)O 3-oxo-3,4-dihydro-2H-benzo[b][1,4]Oxazine-6-carboxylic acid